3,6-dibromo-10-methylphenothiazine BrC=1C=CC=2N(C3=CC=CC(=C3SC2C1)Br)C